8-(acetylamino)-7-cyclobutyl-2-methoxyquinoline-3-carboxylic acid C(C)(=O)NC=1C(=CC=C2C=C(C(=NC12)OC)C(=O)O)C1CCC1